Ethyl (2S)-2-[[(2S)-4-(6-amino-3-methyl-imidazo[4,5-b]pyridin-2-yl)-2-(tert-butoxy carbonylamino)butanoyl]amino]-4-methyl-pentanoate NC=1C=C2C(=NC1)N(C(=N2)CC[C@@H](C(=O)N[C@H](C(=O)OCC)CC(C)C)NC(=O)OC(C)(C)C)C